O1C(=CC=C1)CN1CC(CC1)CNC(=O)C1CCN(CC1)C1=NC(=NO1)C1=CC=C(C=C1)OC N-((1-(Furan-2-ylmethyl)pyrrolidin-3-yl)methyl)-1-(3-(4-Methoxyphenyl)-1,2,4-oxadiazol-5-yl)piperidin-4-carboxamid